C(CCCCCCCCC)(=O)OCCN(CCN(CC)CC)CCOC(OC(CCCCCCCCC(=O)OCC(CCCCCCCC)CCCCCC)CCCCCC)=O 2-hexyldecyl 6-(2-(decanoyloxy) ethyl)-3-ethyl-12-hexyl-10-oxo-9,11-dioxa-3,6-diaza-heneicosane-21-oate